FC=1C=CC(=NC1)N1N=C(C=C1O)C(=O)N 1-(5-fluoropyridin-2-yl)-5-hydroxy-1H-pyrazole-3-carboxamide